thiobis[3-(3,5-di-tert-butyl-4-hydroxyphenyl) propionate] S(C(C(=O)[O-])CC1=CC(=C(C(=C1)C(C)(C)C)O)C(C)(C)C)C(C(=O)[O-])CC1=CC(=C(C(=C1)C(C)(C)C)O)C(C)(C)C